5-(((S)-1-(((R)-1-((3S,4R)-3-fluoro-1-(5-(trifluoromethyl)pyrimidin-2-yl)piperidin-4-yl)-2-oxopyrrolidin-3-yl)oxy)propan-2-yl)amino)-4-(trifluoromethyl)pyridazin-3(2H)-one F[C@H]1CN(CC[C@H]1N1C([C@@H](CC1)OC[C@H](C)NC1=C(C(NN=C1)=O)C(F)(F)F)=O)C1=NC=C(C=N1)C(F)(F)F